[Cl-].[Zn+2].[Cl-].[Ca+2] Calcium Chloride Zinc Chloride